di-n-propyl (2-methylbutylidene)malonate CC(C=C(C(=O)OCCC)C(=O)OCCC)CC